NC1=CC=C(C=C1)C1=NC(=NC(=N1)C1=CC=C(C=C1)N)C1=CC=C(C=C1)N 2,4,6-tris(4-aminophenyl)1,3,5-triazine